N-Bocthreonine tert-butyl-7-((4-chloro-2-fluorobenzyl)amino)-3,4-dihydro-2,6-naphthyridine-2(1H)-carboxylate C(C)(C)(C)C1N(CCC2=CN=C(C=C12)NCC1=C(C=C(C=C1)Cl)F)C(=O)O[C@@H]([C@H](NC(=O)OC(C)(C)C)C(=O)O)C